6-(2-methoxyethanesulfonyl)-2-oxo-1,2,5,6,7,8-hexahydro-1,6-naphthyridine-3-carboxamide COCCS(=O)(=O)N1CC=2C=C(C(NC2CC1)=O)C(=O)N